2-(1-pyrrolidinyl-cyclohexyl)benzeneacetamide methanesulfonate CS(=O)(=O)O.N1(CCCC1)C1(CCCCC1)C1=C(C=CC=C1)CC(=O)N